2-Aminobenzoxazole NC=1OC2=C(N1)C=CC=C2